CC1OCCC1C=O dihydro-2-methyl-3(2H)-furancarbaldehyde